COC(=O)[C@@]12CC3=C(C=C2CCN(C1)S(=O)(=O)C1=NN(C=C1)C)N(N=C3)C3=CC=C(C=C3)F (R)-methyl-1-(4-fluorophenyl)-6-((1-methyl-1H-pyrazol-3-yl)sulfonyl)-4,4a,5,6,7,8-hexahydro-1H-pyrazolo[3,4-g]isoquinoline-4a-carboxylate